FC=1C(=NC(=CC1C=1C=C(C=CC1C)NC(=O)N1C[C@@H](CC1)CC(F)(F)F)N1CCOCC1)N[C@@H](CO)C (S)-N-(3-(3-fluoro-2-(((R)-1-hydroxypropan-2-yl)amino)-6-morpholinopyridin-4-yl)-4-methylphenyl)-3-(2,2,2-trifluoroethyl)pyrrolidine-1-carboxamide